N,N-diisobutyl-1H-1,2,4-triazole-1-methylamine C(C(C)C)N(CN1N=CN=C1)CC(C)C